FC1=CC=C(C=C1)C1SCC(N1C1=C(C=C(C(=O)OC(COC(C)=O)COC(C)=O)C=C1)C)=O 1,3-bis(acetyloxy)-2-propanyl 4-[2-(4-fluorophenyl)-4-oxo-1,3-thiazolidin-3-yl]-3-methylbenzoate